CN1CCN(CC1)C=1C=C(C=CC1)CN1N=CC(=C1)C1=NC=2N3C(N(C(C2N1)=O)CCC)=NC=C3 2-[1-[[3-(4-Methylpiperazin-1-yl)phenyl]methyl]pyrazol-4-yl]-5-propyl-3H-imidazo[2,1-b]purin-4-on